((7-chloro-5-ethyl-1-methyl-4-oxo-4,5-dihydro-1H-pyrrolo[3,2-c]pyridin-3-yl)amino)-6-((6-fluoropyridin-2-yl)amino)-N-(methyl-d3)nicotinamide ClC=1C2=C(C(N(C1)CC)=O)C(=CN2C)NC2=C(C(=O)NC([2H])([2H])[2H])C=CC(=N2)NC2=NC(=CC=C2)F